[Ru+2].BrC=1C(=C(C=CC1C)C(C)C)Br dibromo(p-cymen) ruthenium(II)